COC1=C(C=CC(=C1)C=1C(=NN(C1C)C)C)NC(OC(C)(C)C)=O tert-Butyl N-[2-methoxy-4-(1,3,5-trimethylpyrazol-4-yl)phenyl]carbamate